FC1=CC=C(C=C1)C(=C1CCNCC1)C1=CC(=CC=C1)OC 4-[(4-fluorophenyl)(3-methoxyphenyl)methylene]Piperidine